(S)-N-[(R)-[4,5-dichloro-2-(prop-2-en-1-yloxy)phenyl][1-[(4R)-2,2-dimethyl-1,3-dioxolane-4-carbonyl]-2-methylpiperidin-4-yl]methyl]-2-methylpropane-2-sulfinamide ClC1=CC(=C(C=C1Cl)[C@H](N[S@@](=O)C(C)(C)C)C1CC(N(CC1)C(=O)[C@@H]1OC(OC1)(C)C)C)OCC=C